ClC=1C=C(C=C(C1)B1OC(C(O1)(C)C)(C)C)C1(CC1)NS(=O)(=O)C N-[1-[3-chloro-5-(4,4,5,5-tetramethyl-1,3,2-dioxaborolan-2-yl)phenyl]cyclopropyl]methanesulfonamide